N1(N=CC=C1)C1=CC=C(CN(C2=CC(=NC=3N2N=CC3C3CC3)N[C@@H]3CN(CCC3)C(=O)OC(C)(C)C)C(=O)OC(C)(C)C)C=C1 tert-butyl (S)-3-((7-((4-(1H-pyrazol-1-yl)benzyl)(tert-butoxycarbonyl)amino)-3-cyclopropylpyrazolo[1,5-a]pyrimidin-5-yl)amino)piperidine-1-carboxylate